pyrimidinediamine Sodium Salt [Na].N1=C(N=C(C=C1)N)N